C1(=CC=C(C=C1)CNC(=O)C=1C=NN(C1)C=1C=C(C(=O)OC)C=CN1)C1=CC=CC=C1 Methyl 2-(4-(([1,1'-Biphenyl]-4-ylmethyl)carbamoyl)-1H-pyrazol-1-yl)isonicotinate